(R*)-6-(5,6-dimethoxy-1H-benzo[d]imidazol-2-yl)-2-methyl-7-((1-(pyrimidin-2-yl)-propyl)amino)-2H-pyrazolo[4,3-b]pyridin-5(4H)-one COC1=CC2=C(NC(=N2)C2=C(C=3C(NC2=O)=CN(N3)C)N[C@H](CC)C3=NC=CC=N3)C=C1OC |o1:21|